N-(4-(2-fluoro-4-methoxyphenoxy)-2-methylphenyl)quinolin-2-amine FC1=C(OC2=CC(=C(C=C2)NC2=NC3=CC=CC=C3C=C2)C)C=CC(=C1)OC